N[C@@H]1C2=CC=CC=C2CC12CCN(CC2)C=2NC(C(=CN2)C#CCOC=2C=C(C(=O)N)C=CC2)=O (S)-3-((3-(2-(1-amino-1,3-dihydro-spiro[inden-2,4'-piperidin]-1'-yl)-6-oxo-1,6-dihydropyrimidin-5-yl)prop-2-yn-1-yl)oxy)benzamide